2-[(6-oxo-1,2,4,5-tetrazinan-3-ylidene)-amino]acetic acid O=C1NNC(NN1)=NCC(=O)O